triethylmethyl-Ammonium C(C)[N+](C)(CC)CC